5-chloro-N-[(3-chloro-4-fluorophenyl)-[4-methyl-5-(methylsulfonimidoyl)-1H-imidazol-2-yl]methyl]-4-methylpyridin-2-amine ClC=1C(=CC(=NC1)NC(C=1NC(=C(N1)C)S(=O)(=N)C)C1=CC(=C(C=C1)F)Cl)C